N[C@H]1C[C@H](CCC1)CN1C(=NC=2C1=C(N=NC2N)OC(C)C)CCCC 1-(((1S,3R)-3-aminocyclohexyl)methyl)-2-butyl-7-isopropoxy-1H-imidazo[4,5-d]pyridazin-4-amine